P(=O)(OC[N+]1=C(C(=CC=C1)C1=CC(=NO1)CC1=CC=C(C=C1)CC1=CC(=CC(=C1)F)F)N)(O)[O-] (2-amino-3-(3-(4-(3,5-difluorobenzyl)benzyl)isoxazol-5-yl)pyridin-1-ium-1-yl)methyl hydrogen phosphate